2-(bromomethyl-d)benzofuran BrC(C=1OC2=C(C1)C=CC=C2)[2H]